CC1=NC(=CC(=C1)C=1C=C(C=CC1)C=1N=C(SC1)NC(=O)[C@H]1N(CC1)C(=O)C1=CN(C(=C1)C([2H])([2H])[2H])S(=O)(=O)C)C (S)-N-(4-(3-(2,6-dimethylpyridin-4-yl)phenyl)thiazol-2-yl)-1-(5-(trideuteriomethyl)-1-(methylsulfonyl)-1H-pyrrole-3-carbonyl)azetidine-2-carboxamide